ClC=1C=C(C=CC1)NC(=O)C=1C(=NN(C1)C=1SC=CN1)C N-(3-chlorophenyl)-3-methyl-1-(thiazol-2-yl)-1H-pyrazole-4-carboxamide